3-methyl-5-phenylpentan CC(CC)CCC1=CC=CC=C1